C(CCCCCCCCCCCCCCCCCC)OCC(OCCCCCCCCCCCCCCCCCCC)COP(=O)(O)OCC(O)CO 1,2-dinonadecylglycero-3-phospho-glycerol